The molecule is a cyclic peptide antibiotic produced by the actinomycete Streptomyces puniceus, used in the treatment of tuberculosis. It has a role as an antitubercular agent. It is a peptide antibiotic and a heterodetic cyclic peptide. It is a conjugate base of a viomycin(3+). C1[C@@H](N=C(N[C@H]1O)N)[C@H]2C(=O)NC[C@@H](C(=O)N[C@H](C(=O)N[C@H](C(=O)N/C(=C\\NC(=O)N)/C(=O)N2)CO)CO)NC(=O)C[C@H](CCCN)N